Cl.C1(CC1)CN1CCN(CC1)C=1C=CC(=C(C(=O)N[C@H](C)C2=CC(=CC(=C2)OC)C=2C(=NN(C2)C)C)C1)C 5-[4-(Cyclopropylmethyl)piperazin-1-yl]-N-[(1R)-1-[3-(1,3-dimethylpyrazol-4-yl)-5-methoxy-phenyl]ethyl]-2-methyl-benzamide hydrochloride salt